2-(4-chlorophenyl)-N-[4-(4-methylphenyl)-1-oxophthalazin-2(1H)-yl]acetamide ClC1=CC=C(C=C1)CC(=O)NN1C(C2=CC=CC=C2C(=N1)C1=CC=C(C=C1)C)=O